tert-butyl 2-(5-(5-((cyclohexylcarbamoyl)oxy)-2-methoxyphenyl)pyridin-3-yl)-1H-pyrrole-1-carboxylate C1(CCCCC1)NC(=O)OC=1C=CC(=C(C1)C=1C=C(C=NC1)C=1N(C=CC1)C(=O)OC(C)(C)C)OC